4-chloro-5-fluoro-pyridine-2-amine ClC1=CC(=NC=C1F)N